3-methylthiazolidine-4-carboxylic acid CN1CSCC1C(=O)O